ClC1=CC(=NC=C1OC1=CC=CC=C1)NC1=NC=NC2=CC=C(C=C12)C1CN(CCC1)C(=O)OC(C)(C)C tert-butyl 3-(4-((4-chloro-5-phenoxypyridin-2-yl)amino)quinazolin-6-yl)piperidine-1-carboxylate